C(C)(C)(C)OOCC(C#CC(C)C)C (tert-butylperoxy)-2,5-dimethyl-3-hexyne